Cl.CN1C[C@@H](CC1)OC=1C=C2CCNCC2=CC1 (R)-6-((1-Methylpyrrolidin-3-yl)oxy)-1,2,3,4-tetrahydroisoquinoline hydrochloride